CC1=NOC(=C1C1=CC=C2C=3N(C(COC31)C3=CC=CC=C3)C(=N2)N2CC(C2)O)C 1-[7-(3,5-Dimethylisoxazol-4-yl)-4-phenyl-4,5-dihydroimidazo[1,5,4-de][1,4]benzoxazin-2-yl]azetidin-3-ol